FC(OC=1C=C(C=CC1F)C1=NN(C=2C1=NC=CC2)CC=2C=NNC2)F [3-(Difluoromethoxy)-4-fluoro-phenyl]-1-(1H-pyrazol-4-ylmethyl)pyrazolo[4,3-b]pyridine